Bis(m-tolyl)silylene(cyclopentadienyl)(2,7-dimethyl-3,6-di-t-butylfluorenyl)zirconium dichloride [Cl-].[Cl-].C1(=CC(=CC=C1)[Si](=[Zr+2](C1=C(C(=CC=2C3=CC(=C(C=C3CC12)C)C(C)(C)C)C(C)(C)C)C)C1C=CC=C1)C=1C=C(C=CC1)C)C